6-chloro-4-{3,8-diazabicyclo[3.2.1]oct-3-yl}-8-fluoro-7-(2-fluorophenyl)-2-{[(2S)-1-methylpyrrolidin-2-yl]methoxy}quinazoline ClC=1C=C2C(=NC(=NC2=C(C1C1=C(C=CC=C1)F)F)OC[C@H]1N(CCC1)C)N1CC2CCC(C1)N2